IC=1C=NN(C1)C12CC(C1)(C2)CO (3-(4-iodo-1H-pyrazol-1-yl)bicyclo[1.1.1]pentan-1-yl)methanol